ClCCN(C1=C(C=CC(=C1)O)NC=O)CCCl 2-bis-(2-chloroethyl)amino-4-hydroxyphenylaminomethanone